2,3-dihydroxyterephthalic acid dihydrazide OC1=C(C(=O)NN)C=CC(=C1O)C(=O)NN